OCCNCCCNCCO N,N'-bis(2-hydroxyethyl)-1,3-propylenediamine